4,6-Dichloro-1H-pyrrolo[3,2-c]pyridine ClC1=NC(=CC2=C1C=CN2)Cl